1-(4-(6-(4-fluorophenyl)-4-(1-methyl-1H-pyrazol-3-yl)pyridin-3-yl)piperidin-1-yl)prop-2-en-1-one FC1=CC=C(C=C1)C1=CC(=C(C=N1)C1CCN(CC1)C(C=C)=O)C1=NN(C=C1)C